BrC=1C=C2C(=NC=NC2=CC1)NC=1C=C(C=CC1)C(C(=O)N)C (3-((6-bromoquinazolin-4-yl)amino)phenyl)propanamide